C(C1=CC=CC=C1)C=1C(=NNC1C)C 4-benzyl-3,5-dimethylpyrazole